2-(3-amino-1-methyl-1H-pyrazol-4-yl)-5-methyl-7-(1-phenylethyl)thieno[3,2-c]pyridin-4(5H)-one NC1=NN(C=C1C1=CC=2C(N(C=C(C2S1)C(C)C1=CC=CC=C1)C)=O)C